C(C)(C)(C)OC(=O)N1[C@H](CN(CC1)C1=NC(=NC(=C1NC(=O)OC(C)(C)C)CBr)SC)CC#N (S)-4-(6-(bromomethyl)-5-((tert-butoxycarbonyl)amino)-2-(methylthio)pyrimidin-4-yl)-2-(cyanomethyl)piperazine-1-carboxylic acid tert-butyl ester